FC1=C(C=CC(=C1)F)C1=NC=2C(=NC(=CC2C)N2CCNCC2)N1C1=CC=NC=C1 1-[2-(2,4-difluorophenyl)-7-methyl-3-(pyridin-4-yl)-3H-imidazo[4,5-b]pyridin-5-yl]piperazine